S(=O)(=O)([O-])[O-].[K+].[N+](=O)([O-])C1=CC=CC=C1.[K+] 4-nitrobenzene potassium sulfate salt